(S)-2'-(1-(4-ethoxy-5-fluoropyridine-2-yl)ethyl)-7'-((2-(methylamino)-1H-imidazol-1-yl)methyl)-5'-(piperazin-1-ylmethyl)-2',3'-dihydro-1'H-spiro[cyclopropan-1,4'-isoquinoline]-1'-one C(C)OC1=CC(=NC=C1F)[C@H](C)N1C(C2=CC(=CC(=C2C2(C1)CC2)CN2CCNCC2)CN2C(=NC=C2)NC)=O